ClC=1C=C(C(=O)NC2=CC=C(C=C2)[C@@H]2CNCCO2)C=C(N1)C |r| (RS)-2-Chloro-6-methyl-N-(4-(morpholin-2-yl)phenyl)isonicotinamide